ClC1=NC=C2N(C(N(C2=N1)C1CCN(CC1)CCCOC1=C(C=C(C(=C1)[N+](=O)[O-])C)Cl)=O)C 2-chloro-9-(1-(3-(2-chloro-4-methyl-5-nitrophenoxy)propyl)piperidin-4-yl)-7-methyl-7,9-dihydro-8H-purin-8-one